N-aminoethyl-γ-aminopropyl-methyldimethoxysilane 5-methoxy-4-(((cis)-2-(4-(methoxycarbonyl)phenyl)-4-((methylsulfonyl)oxy)piperidin-1-yl)methyl)-7-methyl-1H-indole-1-carboxylate COC=1C(=C2C=CN(C2=C(C1)C)C(=O)O)CN1[C@H](C[C@H](CC1)OS(=O)(=O)C)C1=CC=C(C=C1)C(=O)OC.NCCNCCC[Si](OC)(OC)C